C1(=CC=CC=C1)C(C(CC(=O)C1=CC=CC=C1)(C1=CC=C(C=C1)Cl)C1=CC=CC=C1)=O 1,2,4-triphenyl-2-(p-chlorophenyl)butane-1,4-dione